N1=C(C=CC=C1)[C@H](C)N1C(C=C(C=C1)C1=NN(C=2C1=NC=CC2)C=2C=NC(=CC2)C(F)(F)F)=O (S)-1-(1-(pyridin-2-yl)ethyl)-4-(1-(6-(trifluoromethyl)pyridin-3-yl)-1H-pyrazolo[4,3-b]pyridin-3-yl)pyridin-2(1H)-one